N-((S)-1-cyano-2-((S)-2-oxopiperidin-3-yl)ethyl)-2-(9-hydroxy-9H-fluorene-9-carbonyl)octahydrocyclopenta[c]pyrrole-1-carboxamide C(#N)[C@H](C[C@H]1C(NCCC1)=O)NC(=O)C1N(CC2C1CCC2)C(=O)C2(C1=CC=CC=C1C=1C=CC=CC21)O